dodecyl 4-((2-(cycloheptylamino)-1-(1-ethylpiperidin-4-yl)-2-oxoethyl)(pentadecan-8-yl)amino)-4-oxobutanoate C1(CCCCCC1)NC(C(C1CCN(CC1)CC)N(C(CCC(=O)OCCCCCCCCCCCC)=O)C(CCCCCCC)CCCCCCC)=O